BrC1=CC(=C(C(=C1)F)C(C=C)=O)F 1-(4-bromo-2,6-difluorophenyl)prop-2-en-1-one